CC12CN(CC(CC1)(N2)C)C2=NC(=NC1=C(C(=C(C=C21)F)C2=CC=CC1=CC=CC(=C21)C#C)F)OC[C@]21CCCN1C[C@@H](C2)F 4-(1,5-dimethyl-3,8-diazabicyclo[3.2.1]-octan-3-yl)-7-(8-ethynylnaphthalen-1-yl)-6,8-difluoro-2-(((2R,7aS)-2-fluoro-tetrahydro-1H-pyrrolizin-7a(5H)-yl)meth-oxy)-quinazoline